tert-butyl-2-ethynylmorpholin-4-ylcarboxylic acid C(C)(C)(C)C1N(CCOC1C#C)C(=O)O